NCC1=CC=C(C=C1)S(=O)(=O)NC 4-(aminomethyl)-N-methyl-benzenesulfonamide